O1C=CC=2C(=NC=CC21)C2=CC=C(C(=O)NC[C@@H]1CC[C@@H](CC1)O)C=C2 4-(furo[3,2-c]pyridin-4-yl)-N-[(cis-4-hydroxycyclohexyl)methyl]benzamide